7-[(5-Methoxypyridin-2-yl)methoxy]-2-(6-methoxypyridin-3-yl)-1,2,3,4-tetrahydroisoquinolin-3-one COC=1C=CC(=NC1)COC1=CC=C2CC(N(CC2=C1)C=1C=NC(=CC1)OC)=O